ClC1=CC=C(C=C1)N1N=C(C=2C1=NC(=NC2)C(=O)OC)C2=NC(=NC=C2)C(C)(F)F methyl 1-(4-chlorophenyl)-3-(2-(1,1-difluoroethyl) pyrimidin-4-yl)pyrazolo[3,4-d]pyrimidine-6-carboxylate